C(C)(C)OC1=CC=C(C(=O)NC=2C=CC=C3C(=CC=NC23)C=2C=NN(C2)CC(F)(F)F)C=C1 4-isopropoxy-N-(4-(1-(2,2,2-trifluoroethyl)-1H-pyrazol-4-yl)quinolin-8-yl)benzamide